CC1=C(C=C(C(=C1)OC1=CC=CC=C1)C)C(=N)N(C)CC (2,5-dimethyl-4-phenoxyphenyl)-N-ethyl-N-methyl-formamidine